CC1=C(C=CC=C1OCCCN1CC2(CCOC2)CCC1)C1=C(C(=CC=C1)C=1SC2=C(CNCC2)N1)C 7-(3-((2,2'-dimethyl-3'-(4,5,6,7-tetrahydrothiazolo[4,5-c]pyridin-2-yl)-[1,1'-biphenyl]-3-yl)oxy)propyl)-2-oxa-7-aza-spiro[4.5]decane